3-(6-azaspiro[2.5]octan-6-yl)-N-(4-cyano-6-(4-morpholinyl)-2-pyridinyl)-5-((1-hydroxy-2-methyl-2-propanyl)amino)-2-pyrazinecarboxamide C1CC12CCN(CC2)C=2C(=NC=C(N2)NC(CO)(C)C)C(=O)NC2=NC(=CC(=C2)C#N)N2CCOCC2